di(3,3,5-trimethyl-hexanoyl)peroxide CC(CC(=O)OOC(CC(CC(C)C)(C)C)=O)(CC(C)C)C